C(C1=CC=CC=C1)N1[C@@H]([C@H](OCC1)C)C(=O)OCC1=CC=CC=C1 benzyl (2R,3S)-4-benzyl-2-methylmorpholine-3-carboxylate